(S)-N-((S)-1-(4-chlorothiazol-2-yl)ethyl)-2-methylpropane-2-sulfinamide ClC=1N=C(SC1)[C@H](C)N[S@@](=O)C(C)(C)C